1-(chroman-7-yl)ethan-1-ol O1CCCC2=CC=C(C=C12)C(C)O